C(#N)C1N(CCC1(C(=O)N)COC1=CC=C(C=C1)C1=CC=C(C=C1)C#N)C(C1=CC=C(C=C1)OC)=O cyano-3-(((4'-cyano-[1,1'-biphenyl]-4-yl)oxy)methyl)-1-(4-methoxybenzoyl)pyrrolidine-3-carboxamide